(4-nitrophenyl) [3-(o-tolyl)cyclobutyl] carbonate C(OC1=CC=C(C=C1)[N+](=O)[O-])(OC1CC(C1)C1=C(C=CC=C1)C)=O